3-(2,6-difluoro-3,5-dimethoxyphenyl)-1-ethyl-7-(pyridin-3-yl)-3,4-dihydropyrido[4,3-d]pyrimidin-2(1H)-one FC1=C(C(=C(C=C1OC)OC)F)N1C(N(C2=C(C1)C=NC(=C2)C=2C=NC=CC2)CC)=O